NC1=CC=C(OC2=C(C=CC=C2)OC2=C(C=CC=C2)OC2=CC=C(C=C2)N)C=C1 (4-aminophenoxy)phenylether